N-(4-chloro-2-fluorophenyl)-2-((4-(8-fluoro-2-methyl-4-oxo-quinazolin-3(4H)-yl)phenyl)thio)acetamide ClC1=CC(=C(C=C1)NC(CSC1=CC=C(C=C1)N1C(=NC2=C(C=CC=C2C1=O)F)C)=O)F